sodium laurylamine hydrochloride Cl.C(CCCCCCCCCCC)N.[Na]